2-(1-(1-(3-isopropyl-1,2,4-oxadiazol-5-yl)piperidin-4-yl)ethoxy)-6-(2-(methylsulfonyl)pyrimidin-5-yl)imidazo[2,1-b][1,3,4]thiadiazol C(C)(C)C1=NOC(=N1)N1CCC(CC1)C(C)OC1=NN2C(S1)=NC(=C2)C=2C=NC(=NC2)S(=O)(=O)C